N1CCC(CC1)CCN1CCN(CC1)C(=O)OCC1=CC=CC=C1 benzyl 4-(2-(piperidin-4-yl)ethyl)piperazine-1-carboxylate